(2S)-2-(tert-butyl)-17-(4-(4-chlorophenyl)-2,3,9-trimethyl-6H-thieno[3,2-f][1,2,4]triazolo[4,3-a][1,4]diazepin-6-yl)-4,16-dioxo-9,12-dioxa-3,6,15-triazaheptadecane C(C)(C)(C)[C@H](C)NC(CNCCOCCOCCNC(CC1C=2N(C3=C(C(=N1)C1=CC=C(C=C1)Cl)C(=C(S3)C)C)C(=NN2)C)=O)=O